ClC(=C[C@H]1C([C@@H]1C(=O)OCC1=C(C(=C(C(=C1F)F)COC)F)F)(C)C)Cl ([2,3,5,6-tetrafluoro-4-(methoxymethyl) phenyl])Methyl (1R,3S)-3-(2,2-dichlorovinyl)-2,2-dimethylcyclopropanecarboxylate